COC=1C=C(C=CC1N1N=NC=C1)CN (3-methoxy-4-(1H-1,2,3-triazol-1-yl)phenyl)methylamine